bis-phosphine selenium [Se].P.P